1-((2-hexyl octyl) oxy)-1-oxododecan-6-yl 1H-1,2,4-triazole-1-carboxylate N1(N=CN=C1)C(=O)OC(CCCCC(=O)OCC(CCCCCC)CCCCCC)CCCCCC